CC1=C(C=CC(=C1)C)N=O 2,4-dimethyl-1-nitrosobenzene